rac-(1R,2R)-N1,N2-Dimethylcyclohexane-1,2-diamine CN[C@H]1[C@@H](CCCC1)NC |r|